3-dimethoxymethyl-(3-vinylphenyl)silane COC(C1(CC(=CC=C1)[SiH3])C=C)OC